[C@@H]1([C@H](O)[C@@H](O)[C@H](O)[C@H](O1)CO)C1=C(C=C(C=2C(C=C(OC21)C2=CC=C(C=C2)O)=O)O)O 8-beta-D-Glucopyranosyl-5,7-dihydroxy-2-(4-hydroxyphenyl)-4H-1-benzopyran-4-one